C(C1=CC=CC=C1)C(C(O)O)(C)CC1=CC=CC=C1 Bis-Benzyl-Propanediol